1-isobutyl-1H-benzimidazol-2-amine C(C(C)C)N1C(=NC2=C1C=CC=C2)N